FC(C1=C(CN2N=C(C(=C2)NC(C2=CN=CC(=C2)C=2OC=CC2)=O)C)C=CC(=C1)C(F)(F)F)(F)F N-(1-(2,4-bis(trifluoromethyl)benzyl)-3-methyl-1H-pyrazol-4-yl)-5-(furan-2-yl)nicotinamide